[N+](=O)([O-])C[C@@]1([C@H]2[C@@H]3C[C@@H](CC[C@H]13)C2)O |&1:4| (+/-)-(1R,3S,6R,8R)-2-(nitromethyl)tricyclo[4.2.1.03,8]nonan-2-ol